BrC1=CC=C(C=C1)C=1C(=NN(C1C#N)C1=CC=CC=C1)C(F)(F)F 4-(4-bromophenyl)-1-phenyl-3-trifluoromethyl-1H-pyrazole-5-carbonitrile